COC1=C(C(=O)NC([2H])([2H])C2=CC(=CC=C2)C(F)(F)F)C=CC(=N1)C 2-methoxy-6-methyl-N-((3-(trifluoromethyl)phenyl)methyl-d2)-nicotinamide